benzyl ((5-bromo-4-fluorobenzo[d]oxazol-2-yl)(4,4-difluorocyclohexyl)methyl)carbamate BrC=1C=CC2=C(N=C(O2)C(C2CCC(CC2)(F)F)NC(OCC2=CC=CC=C2)=O)C1F